N-(tert-Butoxycarbonyl)-L-methionine C(C)(C)(C)OC(=O)N[C@@H](CCSC)C(=O)O